C(C)(C)(C)N1N=C(C=2C=NC=C(C21)C(C(=O)O)N2CC(C2)OCCCCCC2=NC=1NCCCC1C=C2)C 2-(1-tert-butyl-3-methyl-1H-pyrazolo[4,3-c]pyridin-7-yl)-2-(3-(5-(5,6,7,8-tetrahydro-1,8-naphthyridin-2-yl)pentyloxy)azetidin-1-yl)acetic acid